3-(3-methyl-1-octanoyl-5-chloroindolin-3-yl)propionitrile CC1(CN(C2=CC=C(C=C12)Cl)C(CCCCCCC)=O)CCC#N